Cl.CC1CNCCC1 3-methylpiperidine HCl